ClC1=C(C=C(C=C1)F)N=C(N)C1=C(C=2N(N=C1)C=C(C2)C2=C(C=C(C=C2C)OC)Cl)N[C@@H]2CC[C@H](CC2)NC(OC(C)(C)C)=O tert-butyl N-[trans-4-[[3-[N'-(2-chloro-5-fluoro-phenyl)carbamimidoyl]-6-(2-chloro-4-methoxy-6-methyl-phenyl)pyrrolo[1,2-b]pyridazin-4-yl]amino]cyclohexyl]carbamate